5-methyl-1H-indole-6-carboxylate CC=1C=C2C=CNC2=CC1C(=O)[O-]